FC(C=1C=CC2=C(N(N=N2)C(=[N+](C)C)N(C)C)C1)(F)F N-[6-trifluoromethyl(1H-benzotriazol-1-yl)-(dimethylamino)methylene]-N-methylmethanaminium